ethyl 3-(1-naphthyl)-3-aminoacrylate C1(=CC=CC2=CC=CC=C12)C(=CC(=O)OCC)N